[Li]C1=CC=C(C=C1)[Li] 1,4-dilithiobenzene